NC1=CC(=C(OC2CCC(CC2)NC(OC(C)(C)C)=O)C=C1)Br tert-butyl ((1r,4r)-4-(4-amino-2-bromophenoxy)cyclohexyl)carbamate